P(=O)(O)(O)OC[C@@H]1[C@H](C[C@@H](O1)N1C(=O)NC(=O)C(=C1)F)O 5-fluoro-2'-deoxyuridine-5'-monophosphate